C(C)N(C1=C(C=CC2=CC=CC=C12)C)C N-ethyl-N,2-dimethylnaphthalen-1-amine